2-fluoro-5-(4,5-dioxaborolan-2-yl)benzonitrile FC1=C(C#N)C=C(C=C1)C1BOOC1